O[C@H]1C[C@@]2([C@@](CC[C@H]2[C@@H]2CCC3=CC(C=C[C@@]3([C@@H]12)C)=O)(O)C(COC(C)=O)=O)C [2-[(8S,9S,10R,11S,13S,14S,17R)-11,17-Dihydroxy-10,13-dimethyl-3-oxo-7,8,9,11,12,14,15,16-octahydro-6H-cyclopenta[a]phenanthren-17-yl]-2-oxoethyl]acetate